tert-Butyl 4-(cyclobutyl(methyl)amino)piperidine-1-carboxylate C1(CCC1)N(C1CCN(CC1)C(=O)OC(C)(C)C)C